tert-butyl (2S,6R)-4-((3S)-11-(2,4-difluorophenyl)-3-methoxy-6-oxo-10-(trifluoromethyl)-3,4-dihydro-2H,6H-[1,4]thiazepino[2,3,4-ij]quinazolin-8-yl)-2,6-dimethylpiperazine-1-carboxylate FC1=C(C=CC(=C1)F)C1=C(C=C2C(=NC(N3C2=C1SC[C@H](C3)OC)=O)N3C[C@@H](N([C@@H](C3)C)C(=O)OC(C)(C)C)C)C(F)(F)F